BrC1=CC=C(C=N1)N(C(OC(C)(C)C)=O)C tert-butyl (6-bromopyridin-3-yl)(methyl)carbamate